BrCC1(COC1)C 3-(bromomethyl)-3-methyloxetane